FC=1C(=CC=2C3=C(NC(C2C1)=O)COCC3N(C(=O)C=3C=C(C=C(C3)F)C3=CC(=CC=C3)F)C)F N-(8,9-difluoro-6-oxo-1,4,5,6-tetrahydro-2H-pyrano[3,4-c]isoquinolin-1-yl)-3',5-difluoro-N-methyl-[1,1'-biphenyl]-3-carboxamide